ClC=1C(=C(C(=O)OC)C=CN1)Cl methyl 2,3-dichloroisonicotinate